tert-Butyl 2-(5-bromo-2-oxo-1,4-dihydroquinazolin-3-yl)acetate BrC1=C2CN(C(NC2=CC=C1)=O)CC(=O)OC(C)(C)C